(1R,2S,4S)-3,3-dimethylnorbornane-2-carbonitrile CC1([C@H]([C@@H]2CC[C@H]1C2)C#N)C